C(C)O[C@@H]1C[C@@]2(CC[C@H](C1)N2CC2=C1C=CNC1=C(C=C2OC)C)C2=CC=C(C(=O)O)C=C2 4-((1S,3S,5R)-3-ethoxy-8-((5-methoxy-7-methyl-1H-indole-4-yl)methyl)-8-azabicyclo[3.2.1]octane-1-yl)benzoic acid